[3-fluoro-4-(2-oxopyrrolidin-1-yl)phenyl]boronic acid FC=1C=C(C=CC1N1C(CCC1)=O)B(O)O